O=C1NC(CCC1NC1=CC(=C(C=C1)C1CCN(CC1)CC(=O)O)OS(=O)(=O)C)=O 2-[4-[4-[(2,6-dioxo-3-piperidyl)amino]-2-methylsulfonyloxy-phenyl]-1-piperidyl]acetic acid